(R)-tert-Butyl ((5-(1H-imidazol-1-yl)isochroman-1-yl)methyl)(methyl)carbamate N1(C=NC=C1)C1=C2CCO[C@H](C2=CC=C1)CN(C(OC(C)(C)C)=O)C